[Fe+2].Cl[Pd]Cl dichloropalladium iron(II)